NC=1CCOC1 4-amino-1,3-dihydrofuran